(R)-3-((5-chloro-1H-indol-2-yl)methyl)-1-(1-(2-fluoro-4-hydroxybenzoyl)piperidin-3-yl)-1-methylurea ClC=1C=C2C=C(NC2=CC1)CNC(N(C)[C@H]1CN(CCC1)C(C1=C(C=C(C=C1)O)F)=O)=O